CN1N=C(C(=C1)NC(=O)C=1N=C(SC1)C=1C=NN(C1)CP(O)(O)=O)C1=NC=CC=C1 ((4-(4-((1-methyl-3-(pyridin-2-yl)-1H-pyrazol-4-yl)carbamoyl)thiazol-2-yl)-1H-pyrazol-1-yl)methyl)phosphonic acid